1H-indole-6-ol N1C=CC2=CC=C(C=C12)O